CC=1N=CSC1C1=CC=C(C=C1)[C@@H](C)NC(OC(C)(C)C)=O tert-butyl (R)-(1-(4-(4-methylthiazol-5-yl)phenyl)ethyl)carbamate